FC1=C(C(=O)N2CC3=CC(=CC=C3CC2)[C@@](C(=O)OCC)(C)C=2C=NC(=CC2C)OC)C=C(C=C1)C Ethyl (S)-2-(2-(2-fluoro-5-methylbenzoyl)-1,2,3,4-tetrahydroisoquinolin-7-yl)-2-(6-methoxy-4-methylpyridin-3-yl)propionate